NC=1C(=C(C=CC1)[C@H](O)[C@@H]1NC2(CC1C2)C)F (S)-(3-amino-2-fluorophenyl)((R)-1-methyl-2-azabicyclo[2.1.1]hexan-3-yl)methanol